ClCC=1C(=NC=CC1OC)F 3-(chloromethyl)-2-fluoro-4-methoxypyridine